2,3,6-trimethylbenzoyl-diphenyl-phosphine oxide CC1=C(C(=O)P(C2=CC=CC=C2)(C2=CC=CC=C2)=O)C(=CC=C1C)C